ClC1=CC(=C(C=C1)NC(=O)C=1N(C2=CC=C(C=C2C1)NC(C1=C(C=CC(=C1)CNC(C(C)C)=O)Cl)=O)CCOC)F N-(4-chloro-2-fluorophenyl)-5-(2-chloro-5-(isobutyramidomethyl)benzamido)-1-(2-methoxyethyl)-1H-indole-2-carboxamide